methyl-2',3'-dihydro-1'H-spiro[cyclopropane-1,4'-[2,7]naphthyridine]-1'-one CN1C(C2=CN=CC=C2C2(C1)CC2)=O